phosphonium 3-sulfanylpropanoic acid SCCC(=O)O.[PH4+]